COC(=O)C=1C=C(C=O)C=C(C1)C(=O)OC 3,5-bis(methoxycarbonyl)benzaldehyde